1-(trans-3-(((2-(2,6-dioxopiperidin-3-yl)-1,3-dioxoisoindolin-5-yl)amino)methyl)cyclobutyl)-N,N-dimethyl-4-(6-methylpyridin-2-yl)-1H-pyrazole-3-carboxamide O=C1NC(CCC1N1C(C2=CC=C(C=C2C1=O)NC[C@@H]1C[C@H](C1)N1N=C(C(=C1)C1=NC(=CC=C1)C)C(=O)N(C)C)=O)=O